C(C=C)(=O)N1C[C@H](CC1)N1N=C(C2=C1C(NN=C2N)=O)C2=CC1=C(S2)C(=CC(=C1)C)OC (S)-1-(1-Acryloylpyrrolidin-3-yl)-4-amino-3-(7-methoxy-5-methylbenzo[b]thiophen-2-yl)-1,6-dihydro-7H-pyrazolo[3,4-d]pyridazin-7-one